FC1=C(C(=CC=C1)C)C=1C=C2C=NC=NC2=C(C1)NC1CCNCC1 6-(2-Fluoro-6-methyl-phenyl)-N-(4-piperidyl)quinazolin-8-amine